2-(6-((2S,5R)-4-(1-(2,3-dihydrobenzo[b][1,4]dioxin-6-yl)ethyl)-2,5-dimethylpiperazin-1-yl)-3,9-dimethyl-2-oxo-3,9-dihydro-2H-purin-8-yl)acetonitrile O1C2=C(OCC1)C=C(C=C2)C(C)N2C[C@@H](N(C[C@H]2C)C=2C=1N=C(N(C1N(C(N2)=O)C)C)CC#N)C